2-bromobenzaldehyde-6-d1 isopropyl-2-hydroxy-4-methylthiobutanoate C(C)(C)OC(C(CCC)O)=S.BrC1=C(C=O)C(=CC=C1)[2H]